6-(1-(1-acetylpiperidin-4-yl)-3-methyl-1H-pyrazol-4-yl)-4-((2-cyanophenyl)thio)pyrazolo[1,5-a]pyridine-3-carbonitrile C(C)(=O)N1CCC(CC1)N1N=C(C(=C1)C=1C=C(C=2N(C1)N=CC2C#N)SC2=C(C=CC=C2)C#N)C